15α,17β-dihydroxyandrost-4-en-3-one O[C@H]1C[C@@H]([C@]2(C)[C@@H]1[C@@H]1CCC3=CC(CC[C@]3(C)[C@H]1CC2)=O)O